(dibenzylamino)cyclohexan-1-one 5,2'-O-dimethyluridineBenzyl-tert-butyl-[(1S,3R,4S)-4-(methoxymethoxy)cyclopentane-1,3-diyl]biscarbamate CC=1C(NC(N([C@]2([C@H](OC)[C@H](O)[C@@H](CO)O2)C2=CC=CC=C2CN(C(O)=O)[C@H]2C[C@H]([C@H](C2)OCOC)N(C(O)=O)C(C)(C)C)C1)=O)=O.C(C1=CC=CC=C1)N(CC1=CC=CC=C1)C1C(CCCC1)=O